BrC=1C=C(C(=NC1)C=1N(C(=CN1)C1=NC=CC(=C1)C(F)(F)F)C)SCC 5-bromo-3-(ethylsulfanyl)-2-[1-methyl-5-[4-(trifluoromethyl)pyridin-2-yl]imidazol-2-yl]pyridine